((2S,7aR)-2-(3-iodophenoxy)tetrahydro-1H-pyrrolizin-7a(5H)-yl)methanol IC=1C=C(O[C@H]2C[C@]3(CCCN3C2)CO)C=CC1